ClC1=C2N(C(C(=C1)NC1=NC=NC=C1)=O)C1(CCN(CC1)CC#N)NC2=O 2-(8-chloro-1,5-dioxo-6-(pyrimidin-4-ylamino)-1,5-dihydro-2H-spiro[imidazo[1,5-a]pyridine-3,4'-piperidin]-1'-yl)acetonitrile